C(C)C1=C(C(=CC=C1)F)N1N=C2C(=CC1=O)NN=C2C2=CC=C(C=C2)N2CCN(CC2)CCO 5-(2-Ethyl-6-fluorophenyl)-3-(4-(4-(2-hydroxyethyl)piperazin-1-yl)phenyl)-1H-pyrazolo[4,3-c]pyridazin-6(5H)-on